C(C)(=O)NC1=NC(=NN1C1=CC=C(C=C1)OC(F)(F)F)C1=CC=C(C=C1)NC(O[C@@H]1O[C@H]([C@@H]([C@H]([C@H]1OC)OCC)OC)C)=O [(2S,3R,4R,5S,6S)-4-ethoxy-3,5-dimethoxy-6-methyl-tetrahydropyran-2-yl] N-[4-[5-acetamido-1-[4-(trifluoromethoxy)phenyl]-1,2,4-triazol-3-yl]phenyl]carbamat